N-[(1R)-1-[6-(trifluoromethyl)pyridin-2-yl]ethyl]acetamide FC(C1=CC=CC(=N1)[C@@H](C)NC(C)=O)(F)F